[N-[4-Amino-5-(pyridin-4-carbonyl)thiazol-2-yl]-4-(difluoromethyl)anilino]propanamid NC=1N=C(SC1C(=O)C1=CC=NC=C1)N(C1=CC=C(C=C1)C(F)F)C(C(=O)N)C